methyl 4-[(4-iodophenyl)sulfonylamino]benzoate IC1=CC=C(C=C1)S(=O)(=O)NC1=CC=C(C(=O)OC)C=C1